cyanocopper C(#N)[Cu]